(Z)-2-furyl-2-methoxyiminoacetic acid O1C(=CC=C1)/C(/C(=O)O)=N/OC